FC1=CC=CC=2C3CC[C@@]4(C(\C(\[C@H](C4C3CCC12)CCC(=O)NC1=NC=C(C=C1)C(C)C)=C/O)=O)C 3-((13S,15S,Z)-4-fluoro-16-(hydroxymethylene)-13-methyl-17-oxo-7,8,9,11,12,13,14,15,16,17-decahydro-6H-cyclopenta[a]phenanthren-15-yl)-N-(5-isopropylpyridin-2-yl)propanamide